C1(=CC=CC=C1)C=1N=C(C2=C(N1)C1=C(S2)C=CC=C1)C1=CC(=CC=C1)B1OC(C(O1)(C)C)(C)C 2-phenyl-4-(3-(4,4,5,5-tetramethyl-1,3,2-dioxaborolan-2-yl)phenyl)benzo[4,5]thieno[3,2-d]pyrimidin